ClC1=CC(=C2C=NNC2=C1)C1(C[C@H]2C([C@H]2C1)NC(CC#N)=O)O N-((1R,3r,5S,6r)-3-(6-chloro-1H-indazol-4-yl)-3-hydroxy-bicyclo[3.1.0]hexane-6-yl)-2-cyanoacetamide